C1(CC1)[C@]1(C(N(C[C@H]1C)C=1C=2N(C=C(N1)C=1C=NN(C1)C1=CC=NC=C1)N=CC2)=O)C#N (3R,4S)-3-cyclopropyl-4-methyl-2-oxo-1-[6-(1-pyridin-4-ylpyrazol-4-yl)pyrazolo[1,5-a]pyrazin-4-yl]pyrrolidine-3-carbonitrile